N-(1-(5-(6-(3-amino-3-methylbut-1-yn-1-yl)-3-cyanopyrazolo[1,5-a]pyridin-4-yl)pyridin-2-yl)-4-methylpiperidin-4-yl)-3-chloropicolinamide NC(C#CC=1C=C(C=2N(C1)N=CC2C#N)C=2C=CC(=NC2)N2CCC(CC2)(C)NC(C2=NC=CC=C2Cl)=O)(C)C